COC1=CC=C(C=C1)C1=NC2=CC=CC=C2C(=C1)NCCCNCCCO 3-((3-((2-(4-methoxyphenyl)quinolin-4-yl)amino)propyl)amino)propan-1-ol